C12CN(CC(N1)C2)C2=NC(=NC1=C(C(=C(C=C21)Cl)C2=CC=C(C1=C2N=C(S1)N)F)F)OCC12CCCN2CCC1 4-(4-(3,6-diazabicyclo[3.1.1]heptan-3-yl)-6-chloro-8-fluoro-2-((tetrahydro-1H-pyrrolizin-7a(5H)-yl)methoxy)quinazolin-7-yl)-7-fluorobenzo[d]thiazol-2-amine